2-(6-(5-chloro-1-((2-phenyloxazol-5-yl)methyl)-1H-indazole-7-carboxamido)spiro[3.3]hept-2-yl)acetic acid ClC=1C=C2C=NN(C2=C(C1)C(=O)NC1CC2(CC(C2)CC(=O)O)C1)CC1=CN=C(O1)C1=CC=CC=C1